((4-fluorophenyl)sulfonyl)-3-iodobicyclo[1.1.1]pentane FC1=CC=C(C=C1)S(=O)(=O)C12CC(C1)(C2)I